(7R,14R)-11-(2-(1-aminocyclopropyl)pyrimidin-5-yl)-6-(methyl-d3)-1-(prop-1-yn-1-yl)-6,7-dihydro-7,14-methanobenzo[f]benzo[4,5]imidazo[1,2-a][1,4]diazocin-5(14H)-one NC1(CC1)C1=NC=C(C=N1)C1=CC2=C(N=C3N2[C@H]2C4=C(C(N([C@@H]3C2)C([2H])([2H])[2H])=O)C=CC=C4C#CC)C=C1